FC1=C(C(=O)NC(C(=O)O)CCOC2CC(C2)CCC2=NC=3NCCCC3C=C2)C(=CC(=C1)O)F 2-[(2,6-difluoro-4-hydroxy-benzoyl)amino]-4-[3-[2-(5,6,7,8-tetrahydro-1,8-naphthyridin-2-yl)ethyl]cyclobutoxy]butanoic acid